N,N-bis(heptafluoropropyl)(heptafluoropropyl)amine FC(C(N(C(C(C(F)(F)F)(F)F)(F)F)C(C(C(F)(F)F)(F)F)(F)F)(F)F)(C(F)(F)F)F